(2-(2,6-bis(benzyloxy)pyridin-3-yl)benzo[d]oxazol-6-yl)(6-fluoroindolin-1-yl)methanone C(C1=CC=CC=C1)OC1=NC(=CC=C1C=1OC2=C(N1)C=CC(=C2)C(=O)N2CCC1=CC=C(C=C21)F)OCC2=CC=CC=C2